3-chloro-4-((3,5-difluoropyridin-2-yl)methoxy)-2'-(5-methyl-5-hydroxy-6,7-dihydro-5H-cyclopenta[b]pyridin-3-yl)-5',6-dimethyl-2H-[1,4'-bipyridin]-2-one ClC=1C(N(C(=CC1OCC1=NC=C(C=C1F)F)C)C1=CC(=NC=C1C)C=1C=C2C(=NC1)CCC2(O)C)=O